5-Bromo-2-(3-(dimethylamino)propoxy)-3-fluoroaniline BrC=1C=C(C(=C(N)C1)OCCCN(C)C)F